C(CCCCCCCC=CCCCCCCCC)N N-Octadeca-9-enylamin